2-(2-chloro-4-fluorophenyl)-1-((1S,3R)-3-(hydroxymethyl)-1-methyl-5-(1H-pyrazol-4-yl)-3,4-dihydroisoquinolin-2(1H)-yl)ethan-1-one ClC1=C(C=CC(=C1)F)CC(=O)N1[C@H](C2=CC=CC(=C2C[C@@H]1CO)C=1C=NNC1)C